tert-butyl (2S)-4-(7-(8-bromonaphthalen-1-yl)-2-(methylthio)-7,8-dihydro-5H-pyrano[4,3-d]pyrimidin-4-yl)-2-(cyanomethyl)piperazine-1-carboxylate BrC=1C=CC=C2C=CC=C(C12)C1CC=2N=C(N=C(C2CO1)N1C[C@@H](N(CC1)C(=O)OC(C)(C)C)CC#N)SC